C(C1=CC=CC=C1)(=O)C1=CN=C(O1)N1CCN(CC1)C(=O)OC methyl 4-(5-benzoyloxazol-2-yl)piperazine-1-carboxylate